COC1=NC=CC2=C1COC21CN([C@H](C1)C)C(=O)OC(C)(C)C tert-Butyl (5'S)-4-methoxy-5'-methyl-3H-spiro[furo[3,4-c]pyridine-1,3'-pyrrolidine]-1'-carboxylate